(3-(2-(tert-Butyl)-5-(2-chloropyrimidin-4-yl)thiazol-4-yl)-2-fluorophenyl)-2,6-difluorobenzene-sulfonamide C(C)(C)(C)C=1SC(=C(N1)C=1C(=C(C=CC1)C=1C(=C(C(=CC1)F)S(=O)(=O)N)F)F)C1=NC(=NC=C1)Cl